CN1N=CC(=C1)C=1C=C2C=C(N=CC2=CC1)NC(CN1CCN(CC1)C([2H])([2H])[2H])=O N-(6-(1-methyl-1H-pyrazol-4-yl)isoquinolin-3-yl)-2-(4-(methyl-d3)piperazin-1-yl)acetamide